Cl.FC=1C=C(C=CC1F)[C@H]1[C@@H](C1)NC1=C2C(=NC(=N1)SCCC)N(N=C2)C N-((1R,2S)-2-(3,4-difluorophenyl)cyclopropyl)-6-(propylsulfanyl)-1-methyl-1H-pyrazolo[3,4-d]pyrimidin-4-amine hydrochloride